CC1=C(C=2N(N=C1N1CC=3C=C(C=NC3CC1)N1CC(OCC1)C1=NC=CC=C1)C(=NN2)C(F)(F)F)C 4-(6-(7,8-dimethyl-3-(trifluoromethyl)-[1,2,4]triazolo[4,3-b]pyridazin-6-yl)-5,6,7,8-tetrahydro-1,6-naphthyridin-3-yl)-2-(pyridin-2-yl)morpholine